(R)-4-(2-(2,5-dimethyl-1,2,3,4-tetrahydroisoquinolin-7-yl)-5H-pyrrolo[2,3-b]pyrazin-7-yl)-N-(2-hydroxypropyl)-N-methylbenzamide CN1CC2=CC(=CC(=C2CC1)C)C=1N=C2C(=NC1)NC=C2C2=CC=C(C(=O)N(C)C[C@@H](C)O)C=C2